OC1=C(C=CC=C1)N1C(C(=NC=2C=NC(=NC12)NCC(F)(F)F)C1=CC2=CN(N=C2C=C1)C)=O 8-(2-hydroxyphenyl)-2-((2,2,2-triFluoroethyl)amino)-6-(2-methyl-2H-indazol-5-yl)pteridin-7(8H)-one